methyl 5-amino-[1,1'-biphenyl]-2-carboxylate NC1=CC=C(C(=C1)C1=CC=CC=C1)C(=O)OC